FC(OC1=CC=C(C(=O)N2CCC(CC2)C2=C3C(=NC=C2)NC(=N3)C3CCC(CC3)NC(OC(C)(C)C)=O)C=C1)(F)F tert-butyl N-[4-[7-[1-[4-(trifluoromethoxy)benzoyl]-4-piperidyl]-3H-imidazo[4,5-b]pyridin-2-yl]cyclohexyl]carbamate